(5e,13e)-9,15-dihydroxy-11-oxoprosta-5,13-dien-1-oic acid OC1[C@H](C/C=C/CCCC(=O)O)[C@H](C(C1)=O)\C=C\C(CCCCC)O